NC1=C(N=CC2=C(C=CC=C12)C=1N=NC=CC1Cl)C(=O)NCCC 4-Amino-8-(4-chloropyridazin-3-yl)-N-propylisoquinoline-3-carboxamide